1,1,1,3,3,3-hexafluoropropan-2-yl (R)-1-((6-methylpyridin-3-yl)carbamoyl)-6-azaspiro[2.5]octane-6-carboxylate CC1=CC=C(C=N1)NC(=O)[C@@H]1CC12CCN(CC2)C(=O)OC(C(F)(F)F)C(F)(F)F